3-[4-(4-Aminopiperidin-1-yl)-3-(3-fluoro-5-methylphenyl)chinolin-6-yl]-5-fluoro-2-hydroxybenzonitril NC1CCN(CC1)C1=C(C=NC2=CC=C(C=C12)C=1C(=C(C#N)C=C(C1)F)O)C1=CC(=CC(=C1)C)F